NC1=NC(=NC(=N1)N)CCC=1N=C(NC1)CCCCCCCCCCC 2,4-diamino-6-(2'-undecyl-imidazolyl)ethyl-S-triazine